trans-4-(3,4-Dihydroisoquinolin-2(1H)-yl)-1-(6-((3-(pyrrolidin-1-yl)phenyl)amino)pyrimidine-4-yl)piperidin-3-ol C1N(CCC2=CC=CC=C12)[C@H]1[C@@H](CN(CC1)C1=NC=NC(=C1)NC1=CC(=CC=C1)N1CCCC1)O